2-(4-(benzyloxy)-5-cyclopropyl-2-fluorophenyl)-4,4,5,5-tetramethyl-1,3,2-dioxaborolane C(C1=CC=CC=C1)OC1=CC(=C(C=C1C1CC1)B1OC(C(O1)(C)C)(C)C)F